OC1=C(C=CC=C1)C(C1=C(C(=C(C=C1)O)C)C)C1=C(C(=C(C=C1)O)C)C (2-hydroxyphenyl-methylene)bis[2,3-dimethylphenol]